O[C@@H]1COCC[C@H]1NC1=NN2C(C=N1)=CC(=C2C2=NC=CC=C2)C#N 2-(((3S,4R)-3-hydroxytetrahydro-2H-pyran-4-yl)amino)-7-(pyridin-2-yl)pyrrolo[2,1-f][1,2,4]triazine-6-carbonitrile